C(C)N(C(COC1=C(C=CC=C1)CC=1NC(C2=C(N1)C(=NN2)C(C)C)=O)=O)CC N,N-diethyl-2-[2-(3-isopropyl-7-oxo-6,7-dihydro-1H-pyrazolo[4,3-d]pyrimidin-5-ylmethyl)-phenoxy]-acetamide